F[C@@H]1[C@@H](C1)C(=O)NC=1N=CC2=CC(=NC=C2C1)C=1C=NC(=CC1C)[C@@](C)(CC)O (1S,2S)-2-fluoro-N-(7-(6-((R)-2-hydroxybutan-2-yl)-4-methylpyridin-3-yl)-2,6-naphthyridin-3-yl)cyclopropane-1-carboxamide